C1(CCC1)C(=O)NC=1C=CC(=NC1)C=1N=NN(C1NC(O[C@H](C)C=1C(=NC=CC1)Cl)=O)C (R)-1-(2-chloropyridin-3-yl)ethyl (4-(5-(cyclobutanecarboxamido)pyridin-2-yl)-1-methyl-1H-1,2,3-triazol-5-yl)carbamate